BrC1=C(C=C(C=C1)C[C@@H](C)NC(OC(C)(C)C)=O)OC tert-Butyl N-[(1R)-2-(4-bromo-3-methoxy-phenyl)-1-methyl-ethyl]carbamate